(1,1'-biphenyl)-3,4-diol C1(=CC(=C(C=C1)O)O)C1=CC=CC=C1